FC1=CC=C(C=C1)S(=O)(=O)N1CCCC2=CC(=CC=C12)C(=O)O 1-((4-fluorophenyl)sulfonyl)-1,2,3,4-tetrahydroquinoline-6-carboxylic acid